2-(4-Chlorophenyl)acetamidine ClC1=CC=C(C=C1)CC(=N)N